methyl 6-[3-(2-methoxyethoxy)phenoxy]pyridine-3-carboxylate COCCOC=1C=C(OC2=CC=C(C=N2)C(=O)OC)C=CC1